2,5-dichlorothieno[3,2-b]thiophene ClC1=CC2=C(S1)C=C(S2)Cl